C(C)(=O)C1=CN(C2=CC=C(C=C12)Br)CC(=O)N(C(C)C)CC(=O)NCC1=C(C(=CC=C1)Cl)F 2-(3-acetyl-5-bromo-1H-indol-1-yl)-N-(2-((3-chloro-2-fluorobenzyl)amino)-2-oxoethyl)-N-isopropylacetamide